C(#N)C=1C=C(C=CC1)C=1N=C(SC1C1=CC(=NC(=C1)C)C)NC(=O)N1C(CN(CC1)C(=O)OC(C)(C)C)CC1CC1 tert-butyl 4-[[4-(3-cyanophenyl)-5-(2,6-dimethyl-4-pyridyl)thiazol-2-yl]carbamoyl]-3-(cyclopropylmethyl)piperazine-1-carboxylate